4-(5-(3,5-dichloro-4-fluorophenyl)-5-(trifluoromethyl)-4,5-dihydroisoxazol-3-yl)-N-(5-(1,1-difluoroethyl)-1-(2,2,2-trifluoroethyl)-1H-1,2,4-triazol-3-yl)-2-methylbenzamide ClC=1C=C(C=C(C1F)Cl)C1(CC(=NO1)C1=CC(=C(C(=O)NC2=NN(C(=N2)C(C)(F)F)CC(F)(F)F)C=C1)C)C(F)(F)F